pyridinesultone N12CC=CC=C1OS2(=O)=O